O(S(=O)(=O)C(F)(F)F)C=1C=2C(NC(C1)=O)=C(N(N2)C2OCCCC2)C([2H])([2H])[2H] (methyl-d3)-5-oxo-2-(tetrahydro-2H-pyran-2-yl)-4,5-dihydro-2H-pyrazolo[4,3-b]pyridin-7-yl triflate